N1CCC(CC1)CN1CCN(CC1)C(=O)OC(C)(C)C tertiary butyl 4-(piperidin-4-ylmethyl)piperazin-1-carboxylate